C(CCCCCCCCC(=O)OC1CC(NC(C1)(C)C)(C)C)(=O)OC1CC(NC(C1)(C)C)(C)C bis(2,2,6,6-tetramethyl 4-piperidyl) sebacate